C12(CC(C1)C2)COC2=CC=CC=1C3NC(N(C(OC12)(C3)C)C=3C=C(C(=O)NCCC1=CC=C(C=C1)C)C=CC3)=O 3-(10-(Bicyclo[1.1.1]pentan-1-yl-methoxy)-2-methyl-4-oxo-5,6-di-hydro-2H-2,6-methanobenzo[g]-[1,3,5]oxadiazocin-3(4H)-yl)-N-(4-methylphenethyl)benzamid